1,3,5-tris(4-(phenylacryloyl)phenyl)benzene C1(=CC=CC=C1)C=CC(=O)C1=CC=C(C=C1)C1=CC(=CC(=C1)C1=CC=C(C=C1)C(C=CC1=CC=CC=C1)=O)C1=CC=C(C=C1)C(C=CC1=CC=CC=C1)=O